4-amino-N-methyl-N-((5S)-8-methyl-5,8-dihydro-6H-pyrano[3,4-b]pyridin-5-yl)imidazo[1,5-a]quinoxaline-8-carboxamide NC=1C=2N(C3=CC(=CC=C3N1)C(=O)N([C@@H]1COC(C3=NC=CC=C31)C)C)C=NC2